4,6-dimethyl-2-hydrazinopyrimidine CC1=NC(=NC(=C1)C)NN